ClC1=CC(=C(C=C1)COC1=NN(C=C1)C1CCN(CC1)CC1=NC2=C(N1CC1=CN=CN1CC)C=C(C=C2)C(=O)O)F 2-[(4-{3-[(4-chloro-2-fluorophenyl)methoxy]-1H-pyrazol-1-yl}piperidin-1-yl)methyl]-1-[(1-ethyl-1H-imidazol-5-yl)methyl]-1H-benzimidazole-6-carboxylic acid